COC1=C(C=C(C=C1)C(CC(=O)OCC)=O)C ethyl 3-(4-methoxy-3-methylphenyl)-3-oxopropanoate